C1(=CC=CC=C1)C1=NC=CC2=CC=CC=C12 1-phenylisoquinoline